3-Cyano-N-indan-2-yl-2-oxazol-2-yl-pyrazolo[1,5-a]pyrimidine-7-carboxamide C(#N)C=1C(=NN2C1N=CC=C2C(=O)NC2CC1=CC=CC=C1C2)C=2OC=CN2